C(C)C1=C(C=CC=C1)CN1[C@@H](CCC1=O)CC(=O)N[C@H](CC(=O)O)CC(C)C (2S)-2-[[2-[(2S)-1-[(2-ethylphenyl)methyl]-5-oxopyrrolidin-2-yl]acetyl]amino]-4-methylpentanecarboxylic acid